C1(CCCCC1)C1=C(C=C(C=C1F)C=1NC=2N(C(C1)=O)N=C(C2C(=O)N2CC(C2)CF)C(=O)N(C)C)F 5-(4-cyclohexyl-3,5-difluoro-phenyl)-3-[3-(fluoromethyl)azetidine-1-carbonyl]-N,N-dimethyl-7-oxo-4H-pyrazolo[1,5-a]pyrimidine-2-carboxamide